maleimidocaproyl-L-valinate C1(C=CC(N1CCCCCC(=O)N[C@@H](C(C)C)C(=O)[O-])=O)=O